C(CC[C@@H](C(=O)O)NC(=O)C1=CC=C(NCC2=CN=C3N=C(N)NC(=O)C3=N2)C=C1)(=O)[O-].[Mg+2].C(CC[C@@H](C(=O)O)NC(=O)C1=CC=C(NCC2=CN=C3N=C(N)NC(=O)C3=N2)C=C1)(=O)[O-] magnesium folate salt